ClC1=C(C=C(CC(C(=O)N)CC)C=C1)C=1NC(C=C(N1)C=1C=NC(=CC1)OCC1CCOCC1)=O (4-chloro-3-{6-oxo-4-[6-(tetrahydropyran-4-ylmethoxy)pyridin-3-yl]-1,6-dihydropyrimidin-2-yl}benzyl)butanamide